N6-methyl-N6-threonylcarbamoyl-adenosine CN(C=1C=2N=CN([C@H]3[C@H](O)[C@H](O)[C@@H](CO)O3)C2N=CN1)C(NC([C@@H](N)[C@H](O)C)=O)=O